(4S,5S)-2-chloro-2-methyl-1-(4-methylbenzenesulfonyl)-4,5-diphenyl-1,3-diaza-2-ruthenacyclopentane Cl[Ru]1(N([C@H]([C@@H](N1)C1=CC=CC=C1)C1=CC=CC=C1)S(=O)(=O)C1=CC=C(C=C1)C)C